C(CCCCCCC)N(CCCCCCCC)CCCCCCCC Trioctylamin